[Se].[Te] tellurium-selenium